3-((2S)-3-(8-(4-ethyl-3,4-dihydro-2H-benzo[b][1,4]oxazin-6-ylsulfonyl)-1-oxa-8-azaspiro[4.5]decan-3-ylamino)-2-hydroxypropoxy)-N-methylbenzenesulfonamide C(C)N1C2=C(OCC1)C=CC(=C2)S(=O)(=O)N2CCC1(CC(CO1)NC[C@@H](COC=1C=C(C=CC1)S(=O)(=O)NC)O)CC2